tert-butyl 3-[4-[8-[(2S,3R)-3-tert-butoxycarbonyloxy-2-methyl-azetidin-1-yl]-5-chloro-imidazo[1,2-a]pyrazin-6-yl]pyrazol-1-yl]azetidine-1-carboxylate C(C)(C)(C)OC(=O)O[C@H]1[C@@H](N(C1)C=1C=2N(C(=C(N1)C=1C=NN(C1)C1CN(C1)C(=O)OC(C)(C)C)Cl)C=CN2)C